C1(CC1)[C@H](C)NCC1=C2C(=NC(=C1)C(=O)NC1=CC(=CC=C1)C1(CC(C1)C)C1=NN=CN1C)C(=CN2)F 7-((((S)-1-cyclopropylethyl)amino)methyl)-3-fluoro-N-(3-((1s,3R)-3-methyl-1-(4-methyl-4H-1,2,4-triazol-3-yl)cyclobutyl)phenyl)-1H-pyrrolo[3,2-b]pyridine-5-carboxamide